ethyl 4-(2-(3-hydroxypropoxy)-3-methoxy-5,7-dihydro-6H-pyrrolo[3,4-b]pyridin-6-yl)-4-oxobutanoate OCCCOC1=C(C=C2C(=N1)CN(C2)C(CCC(=O)OCC)=O)OC